NC(C)[SiH3] 1-aminoethyl-silane